FC1=C2CCC(CC2=CC(=C1)F)N1CC2=C(CC1)N=C(N2)C2=C(C=CC=C2)F 5-(5,7-difluoro-1,2,3,4-tetrahydronaphthalen-2-yl)-2-(2-fluorophenyl)-4,5,6,7-tetrahydro-3H-imidazo[4,5-c]pyridine